[N+](=O)([O-])C1=CC(=C(C(=C1F)F)F)[N+](=O)[O-] bis-nitro-trifluoro-benzene